C(C)N(CCC[Si](OC)(OC)OC)C [3-(ethylmethylamino)propyl]trimethoxysilane